4-benzyloxybutyl 4-methylbenzenesulfonate CC1=CC=C(C=C1)S(=O)(=O)OCCCCOCC1=CC=CC=C1